ClC1=NC=2[C@@H](CCCC2C=C1C#N)OC1=CC=C2C=NN(C2=C1)C=1C=NN(C1)C |r| rac-2-Chloro-8-((1-(1-methyl-1H-pyrazol-4-yl)-1H-indazol-6-yl)oxy)-5,6,7,8-tetrahydroquinoline-3-carbonitrile